COC1=C(C=C(C=C1)OC)/C=C/C(=O)NCC(=O)NC1=CC=C(C=C1)C(NO)=O (E)-3-(2,5-dimethoxyphenyl)-N-[2-[4-(hydroxycarbamoyl)anilino]-2-oxo-ethyl]prop-2-enamide